COC1(COC1)CN1CCN(CC1)C(=O)C=1C=C2C=CC=NC2=CC1 6-(4-((3-methoxyoxetan-3-yl)methyl)piperazine-1-carbonyl)quinoline